(4aR,6R,7R,8R,8aR)-8-(4-(4-chloro-3-methoxyphenyl)-1H-1,2,3-triazol-1-yl)-7-methoxy-2,2-dimethylhexahydropyrano[3,2-d][1,3]dioxine-6-carboxylic acid ClC1=C(C=C(C=C1)C=1N=NN(C1)[C@@H]1[C@H]([C@@H](O[C@H]2[C@@H]1OC(OC2)(C)C)C(=O)O)OC)OC